(4-(pyridin-2-yl)piperazine-1-carboxamido)-5-carbamoyl-4-methylthiophene-3-carboxylic acid methyl ester COC(=O)C1=C(SC(=C1C)C(N)=O)NC(=O)N1CCN(CC1)C1=NC=CC=C1